BrC=1C=C(C=2N(C1)N=CC2C(=O)O)OC 6-bromo-4-methoxypyrazolo[1,5-a]pyridine-3-formic acid